C(=C)C1C(CCC1)=O 2-vinylcyclopentanone